N[C@H](CO)CC1=CC=CC=C1 (2S)-2-amino-3-phenylpropan-1-ol